C(C1=CC=CC=C1)N1C=NN(C1=O)C1=CC=C(C=C1)S(=O)(=O)C1=CC(=NC=C1)C#N 4-((4-(4-benzyl-5-oxo-4,5-dihydro-1H-1,2,4-triazol-1-yl)phenyl)sulfonyl)pyridinecarbonitrile